COC1=C(C=CC=C1)[C@H]1CN(CCC1)N1C(=[N+](C=C1)C)C (S)-1-(3-(2-methoxyphenyl)piperidin-1-yl)-2,3-dimethyl-1H-imidazol-3-ium